(6aR,10aR)-6,6,9-trimethyl-3-phenethyl-6a,7,10,10a-tetrahydro-6H-benzo[c]chromen-1-ol CC1(OC=2C=C(C=C(C2[C@H]2[C@H]1CC=C(C2)C)O)CCC2=CC=CC=C2)C